N,N-Dimethyl-1,3-diaminopropan CN(CCCN)C